BrC1=CC=C2C(=CN(C2=C1)C)C 6-bromo-1,3-dimethyl-1H-indole